O(C1=CC=CC=C1)C1=CC=C(C=C1)C1=CNC2=C(C=C(C(=C12)N1C[C@H](CCC1)NC(C=C)=O)F)C(=O)N (S)-3-(4-phenoxyphenyl)-4-(3-acrylamidopiperidin-1-yl)-5-fluoroindole-7-carboxamide